gadolinium 2,2',2''-{10-[1-carboxy-4-{4-[2-(2-ethoxyethoxy)ethoxy] phenyl}butyl]-1,4,7,10-tetraazacyclododecane-1,4,7-triyl}triacetate C(=O)(O)C(CCCC1=CC=C(C=C1)OCCOCCOCC)N1CCN(CCN(CCN(CC1)CC(=O)[O-])CC(=O)[O-])CC(=O)[O-].[Gd+3]